O=C1N(CC2=CC(=CC=C12)CN1CCN(CC1)C=1N=CC2=C(N1)SC=C2)C2C(NC(CC2)=O)=O 3-(1-oxo-5-((4-(thieno[2,3-d]pyrimidin-2-yl)piperazin-1-yl)methyl)isoindolin-2-yl)piperidine-2,6-dione